B(O)(O)OC=1C(OB(O)O)=CC=CC1 catechol bisborate